5-(5-(3-(1H-1,2,3-triazol-4-yl)pyrrolidin-1-yl)-1,3,4-oxadiazol-2-yl)-N-(5,6-difluoro-2,3-dihydro-1H-inden-2-yl)-4-methylpyrimidin-2-amine N1N=NC(=C1)C1CN(CC1)C1=NN=C(O1)C=1C(=NC(=NC1)NC1CC2=CC(=C(C=C2C1)F)F)C